NC1=NC=C(C=N1)C(=O)NC1=NC=2C(=C(C=CC2C=2N1CCCN2)OCCN2CCN(CC2)C(=O)OC2=CC=C(C=C2)CC(=O)O)OC 2-(4-((4-(2-((6-(2-aminopyrimidine-5-carboxamido)-8-methoxy-3,4-dihydro-2H-pyrimido[1,2-c]quinazolin-9-yl)oxy)ethyl)piperazine-1-carbonyl)oxy)phenyl)acetic acid